(4-(tert-butyl)phenyl)benzofuran-6-carbaldehyde C(C)(C)(C)C1=CC=C(C=C1)C=1OC2=C(C1)C=CC(=C2)C=O